tert-butyl 2-[1-(4-amino-2,5-difluoro-phenyl)-4-hydroxy-4-piperidyl]acetate NC1=CC(=C(C=C1F)N1CCC(CC1)(O)CC(=O)OC(C)(C)C)F